C1(=CC=CC=C1)P(=[Se])(Cl)Cl phenylselenophosphoryl dichloride